Benzyl (((cis-3-(2-amino-6-hydroxy-9H-purin-9-yl)cyclobutyl) methoxy) (phenoxy) phosphoryl)-L-alaninate NC1=NC(=C2N=CN(C2=N1)[C@H]1C[C@H](C1)COP(=O)(OC1=CC=CC=C1)N[C@@H](C)C(=O)OCC1=CC=CC=C1)O